The molecule is a dolichyl diphosphooligosaccharide in which the oligosaccharide moiety is the Man6GlcNAc2 branched octasaccharide alpha-D-Man-(1->2)-alpha-D-Man-(1->2)-alpha-D-Man-(1->3)-[alpha-D-Man-(1->3)-alpha-D-Man-(1->6)]-beta-D-Man-(1->4)-beta-D-GlcNAc-(1->4)-D-GlcNAc. It is a conjugate acid of an alpha-D-Man-(1->2)-alpha-D-Man-(1->2)-alpha-D-Man-(1->3)-[alpha-D-Man-(1->3)-alpha-D-Man-(1->6)]-beta-D-Man-(1->4)-beta-D-GlcNAc-(1->4)-D-GlcNAc(PP-Dol)(2-). CC(CC/C=C(/C)\\CC/C=C(\\C)/CC/C=C(\\C)/CCC=C(C)C)CCOP(=O)(O)OP(=O)(O)OC1[C@@H]([C@H]([C@@H]([C@H](O1)CO)O[C@H]2[C@@H]([C@H]([C@@H]([C@H](O2)CO)O[C@H]3[C@H]([C@H]([C@@H]([C@H](O3)CO[C@@H]4[C@H]([C@H]([C@@H]([C@H](O4)CO)O)O[C@@H]5[C@H]([C@H]([C@@H]([C@H](O5)CO)O)O)O)O)O)O[C@@H]6[C@H]([C@H]([C@@H]([C@H](O6)CO)O)O)O[C@@H]7[C@H]([C@H]([C@@H]([C@H](O7)CO)O)O)O[C@@H]8[C@H]([C@H]([C@@H]([C@H](O8)CO)O)O)O)O)O)NC(=O)C)O)NC(=O)C